Cl.N[C@@H]1[C@H](CN(CC1)C1=NC=C(C=C1)C=1C=2N(C=C(C1)OCC)N=C1C2C=NN1)O (3S,4S)-4-amino-1-(5-(6-ethoxy-1H-pyrazolo[3',4':3,4]pyrazolo[1,5-a]pyridin-4-yl)pyridin-2-yl)piperidin-3-ol hydrochloride